3-fluoro-4-(((R)-tetrahydrofuran-2-yl)methoxy)benzamide FC=1C=C(C(=O)N)C=CC1OC[C@@H]1OCCC1